tert-butyl 4-[2-(3,5-dimethylphenoxy) acetyl]piperazine-1-carboxylate CC=1C=C(OCC(=O)N2CCN(CC2)C(=O)OC(C)(C)C)C=C(C1)C